1-cyano-N-((1s,3s)-3-((5-(imidazo[1,2-a]pyrimidin-6-yl)-4-methoxypyrrolo[2,1-f][1,2,4]triazin-2-yl)amino)-1-methylcyclobutyl)cyclopropane-1-carboxamide C(#N)C1(CC1)C(=O)NC1(CC(C1)NC1=NN2C(C(=N1)OC)=C(C=C2)C=2C=NC=1N(C2)C=CN1)C